(R)-(4-(4-amino-6-(6-ethynyl-4-methylpyridin-3-yl)-7-methyl-7H-pyrrolo[2,3-d]pyrimidin-5-yl)cyclohex-3-en-1-yl)(pyrrolidin-1-yl)methanone NC=1C2=C(N=CN1)N(C(=C2C2=CC[C@@H](CC2)C(=O)N2CCCC2)C=2C=NC(=CC2C)C#C)C